CC1=C(C(=CC(=C1)C(C1=CC=CC=C1)C1=CC=CC=C1)C)C1=C(C(=CC=C1OC)OC)I 2,6-dimethyl-4-(benzhydryl)-2'-iodo-3',6'-dimethoxybiphenyl